phenyl-β-ethoxycarbonyl-oxysulfide C1(=CC=CC=C1)C(C)OC(=O)OSOC(=O)OC(C)C1=CC=CC=C1